3-(3-(1-((4-(4-(4-chloro-7,7-dimethyl-5-oxo-5,7-dihydroindolo[1,2-a]quinazolin-10-yl)piperidin-1-yl)cyclohexyl)methyl)piperidin-4-yl)phenyl)piperidine-2,6-dione ClC=1C=2C(N=C3N(C2C=CC1)C1=CC(=CC=C1C3(C)C)C3CCN(CC3)C3CCC(CC3)CN3CCC(CC3)C=3C=C(C=CC3)C3C(NC(CC3)=O)=O)=O